(S)-4-(5-(6-methoxy-2-methyl-2H-indazole-5-carboxamido)pyrazin-2-yl)-2-methylpiperazine-1-carboxylic acid tert-butyl ester C(C)(C)(C)OC(=O)N1[C@H](CN(CC1)C1=NC=C(N=C1)NC(=O)C1=CC2=CN(N=C2C=C1OC)C)C